N-(2-methyl-tetrahydroquinazolin-5-yl)piperidine-4-carboxamide CC1NC2=CC=CC(=C2CN1)NC(=O)C1CCNCC1